((2R,3S,4R,5R)-5-(4-aminopyrrolo[2,1-f][1,2,4]triazin-7-yl)-5-cyano-3,4-dihydroxytetrahydrofuran-2-yl)methyl cyclopropanecarboxylate C1(CC1)C(=O)OC[C@H]1O[C@@]([C@@H]([C@@H]1O)O)(C#N)C1=CC=C2C(=NC=NN21)N